(R)-N-(1-(1-cyclopropylazetidin-3-yl)ethyl)-5-(4-(trifluoromethyl)phenyl)-2-naphthamide C1(CC1)N1CC(C1)[C@@H](C)NC(=O)C1=CC2=CC=CC(=C2C=C1)C1=CC=C(C=C1)C(F)(F)F